N[C@@H]1CNCC12CC2 (S)-7-amino-5-azaspiro[2.4]heptane